1-Ethyl-5-methyl-4-[2-methyl-4-(1-methyl-1H-pyrazol-4-yl)benzenesulfonyl]-1,2,3,4-tetrahydroquinoxaline C(C)N1CCN(C2=C(C=CC=C12)C)S(=O)(=O)C1=C(C=C(C=C1)C=1C=NN(C1)C)C